dichloro(cyclopentadiene) ruthenium (II) [Ru+2].ClC1(C=CC=C1)Cl